N,N-dimethyl-N-[3-(triethoxysilyl)propyl]-1-octadecanaminium chloride [Cl-].C[N+](CCCCCCCCCCCCCCCCCC)(CCC[Si](OCC)(OCC)OCC)C